2-(4-methoxyphenoxy)-2-methyl-N-(3-(5-(5-oxo-4,5-dihydro-1,2,4-oxadiazol-3-yl)thiophen-3-yl)phenyl)propanamide COC1=CC=C(OC(C(=O)NC2=CC(=CC=C2)C2=CSC(=C2)C2=NOC(N2)=O)(C)C)C=C1